(4-(5-(1-oxo-5-(piperidin-1-yl)-1,3-dihydro-2H-isoindol-2-yl)-1H-benzimidazol-2-yl)phenoxy)acetate O=C1N(CC2=CC(=CC=C12)N1CCCCC1)C1=CC2=C(NC(=N2)C2=CC=C(OCC(=O)[O-])C=C2)C=C1